CC1=CC=C(O1)CN1C(=NC2=C1C=CC=C2N2CCNCC2)C(F)(F)F 1-[(5-methylfuran-2-yl)methyl]-4-(piperazin-1-yl)-2-(trifluoromethyl)-1H-benzimidazole